NC1=C(C(=C(C=C1C)Cl)F)B(O)O (2-Amino-5-chloro-6-fluoro-3-methylphenyl)boronic acid